ClC1=C2C(=NNC2=CC=C1)C1CC(C1)(F)F 4-chloro-3-(3,3-difluorocyclobutyl)-1H-indazole